m-Toluidin NC1=CC(=CC=C1)C